OCC1CCC(CC1)N1N=C(C(=C1)NC(=O)C=1N=C(OC1)C1=CC(=NC=C1)N(C(OC(C)(C)C)=O)CC(F)(F)F)C(C)(C)O tert-butyl N-[4-[4-[[1-[4-(hydroxymethyl)cyclohexyl]-3-(1-hydroxy-1-methyl-ethyl)pyrazol-4-yl]carbamoyl]oxazol-2-yl]-2-pyridyl]-N-(2,2,2-trifluoroethyl)carbamate